N1=CN=C(C=C1)C1(C(C1)C1=NC=CC(=C1)C)C(=O)N pyrimidin-4-yl-2-(4-methylpyridin-2-yl)cyclopropane-1-carboxamide